OC[C@@H]1C[C@H](CN1C1=NC(=CC=C1C)NC1=CC2=C(C=N1)SC(=N2)C2=NC=CC=C2C)O (3R,5S)-5-(Hydroxymethyl)-1-(3-methyl-6-{[2-(3-methylpyridin-2-yl)-[1,3]thiazolo[5,4-c]pyridin-6-yl]amino}pyridin-2-yl)pyrrolidin-3-ol